(5-chloro-7-(1,2-dihydroxyethyl)-1-(oxetan-3-yl)-1H-pyrazolo[4,3-b]pyridin-3-yl)isoindoline-1,3-dione ClC1=CC(=C2C(=N1)C(=NN2C2COC2)N2C(C1=CC=CC=C1C2=O)=O)C(CO)O